isoquinolin-1-carboxamide C1(=NC=CC2=CC=CC=C12)C(=O)N